4-(1-(2-cyanoethyl)-3,5-dimethyl-1H-pyrazol-4-yl)-1H-pyrrolo[2,3-b]pyridin C(#N)CCN1N=C(C(=C1C)C1=C2C(=NC=C1)NC=C2)C